ethyl(2-methoxyethyl)dimethylammonium C(C)[N+](C)(C)CCOC